O=C1NC2(CN(C2)C(=O)N2CC3(C2)CCC(CC3)=CB(O)O)CO1 ((2-(6-oxo-7-oxa-2,5-diazaspiro[3.4]octane-2-carbonyl)-2-azaspiro[3.5]nonan-7-ylidene)methyl)boronic acid